(6S)-6-{[2-(2-methylphenyl)[1,2,4]triazolo[1,5-c]quinazolin-5-yl]amino}-1,4-diazepan-5-one CC1=C(C=CC=C1)C1=NN2C(=NC=3C=CC=CC3C2=N1)N[C@@H]1C(NCCNC1)=O